tert-butyl (3S,4R)-3-((dimethylamino)methyl)-4-methoxypyrrolidine-1-carboxylate CN(C)C[C@H]1CN(C[C@@H]1OC)C(=O)OC(C)(C)C